C(OCC1=CC=C(C=C1)NC([C@H](C(C)C)NC(=O)[C@H]1N(CCC1)C([C@H](C)NC(=O)OCC1C2=CC=CC=C2C=2C=CC=CC12)=O)=O)(OC1=CC=C(C=C1)[N+](=O)[O-])=O [4-[[(2S)-2-[[(2S)-1-[(2S)-2-(9H-fluoren-9-ylmethoxycarbonylamino)propanoyl]pyrrolidine-2-carbonyl]amino]-3-methyl-butanoyl]amino]phenyl]methyl (4-nitrophenyl) carbonate